[3-(N,N-dimethylamino)propyl]trisilane CN(C)CCC[SiH2][SiH2][SiH3]